O=C1NC(CCC1N1C(C2=CC=C(C=C2C1=O)N1CCC(CC1)CCN1CCN(CC1)C1=NC=C(C(=O)NC2=CC3=C(NC(=N3)CN3[C@H](CCC3)C)C=C2)C=C1)=O)=O 6-(4-(2-(1-(2-(2,6-dioxopiperidin-3-yl)-1,3-dioxoisoindolin-5-yl)piperidin-4-yl)ethyl)piperazin-1-yl)-N-(2-(((S)-2-methylpyrrolidin-1-yl)methyl)-1H-benzo[d]imidazol-5-yl)nicotinamide